2-Amino-N-{(1S)-1-[1,8-dichloro-5-(5-oxo-1,4-diazepan-1-yl)imidazo[1,5-a]pyridin-6-yl]ethyl}pyrazolo[1,5-a]pyrimidine-3-carboxamide Dicetyl-peroxodicarbonat C(CCCCCCCCCCCCCCC)OC(=O)OOC(=O)OCCCCCCCCCCCCCCCC.NC1=NN2C(N=CC=C2)=C1C(=O)N[C@@H](C)C=1C=C(C=2N(C1N1CCNC(CC1)=O)C=NC2Cl)Cl